COC1=C(C=CC=C1C1=NOC(=N1)C)NC1=NC(=NC=C1C(=O)NC)NC1=CCN(C=C1)C 4-((2-methoxy-3-(5-methyl-1,2,4-oxadiazol-3-yl)phenyl)amino)-N-methyl-2-((1-methyl-1H-pyridin-4-yl)amino)pyrimidine-5-carboxamide